ClC=1C(=CC(=NC1)OC)C1=CC(=NN1)C(=O)N1CCC(CC1)C(=O)NC1CN(CC1)C1=CC=CC=C1 1-[5-(5-chloro-2-methoxypyridin-4-yl)-1H-pyrazole-3-carbonyl]-N-(1-phenylpyrrolidin-3-yl)piperidine-4-carboxamide